BrC=1C(=C(C=CC1OCC1(CC1)O)C=1C(CCNN1)C)F 6-{3-bromo-2-fluoro-4-[(1-hydroxycyclopropyl)methoxy]Phenyl}-5-methyl-4,5-dihydro-2H-pyridazine